ClC1=C(CN2N=C(N=N2)C2=CC=CC(=N2)C(CS(=O)(=O)N)(C)O)C=C(C=C1)Cl 2-(6-(2-(2,5-dichlorobenzyl)-2H-tetrazol-5-yl)pyridin-2-yl)-2-hydroxypropane-1-sulfonamide